CN([C@@H](C(C)C)C(=O)O)C(N([C@@H]1CN(CCC1)C(=O)[C@@H]1N(CC1)C(C1=CC=CC=C1)(C1=CC=CC=C1)C1=CC=CC=C1)C)=O N-methyl-N-(methyl-((S)-1-((R)-1-tritylazetidine-2-carbonyl)piperidin-3-yl)carbamoyl)-L-valine